ClC1=NC=C(C(=N1)Cl)C(=O)OC methyl 2,4-dichloro-5-pyrimidinecarboxylate